methyl 2-((tert-Butoxycarbonyl) amino)-5-((2-methoxy-2-oxoethyl) amino)-5-phenylpentanoate C(C)(C)(C)OC(=O)NC(C(=O)OC)CCC(C1=CC=CC=C1)NCC(=O)OC